C(=O)(O)C(C(=O)O)(CCCCCCCCCC)C(=O)O dicarboxyl-dodecanoic acid